tert-butyl ((4'-(6-chloro-2-thioxo-1-((2-(trimethylsilyl)ethoxy)methyl)-2,3-dihydro-1H-imidazo[4,5-b]pyridin-5-yl)-[1,1'-biphenyl]-4-yl)methyl)(2-(2-hydroxyethoxy)ethyl)carbamate ClC=1C=C2C(=NC1C1=CC=C(C=C1)C1=CC=C(C=C1)CN(C(OC(C)(C)C)=O)CCOCCO)NC(N2COCC[Si](C)(C)C)=S